N,N-Di-sec-butyl-p-phenylenediamin C(C)(CC)N(C1=CC=C(C=C1)N)C(C)CC